COCCN(C1=CC=C(C=C1)[N+](=O)[O-])C N-(2-methoxyethyl)-N-methyl-4-nitroaniline